C(C)(C)(C)OC[C@@H](C=O)NC(OCC1C2=CC=CC=C2C=2C=CC=CC12)=O (S)-(9H-Fluoren-9-yl)methyl (1-(tert-butoxy)-3-oxopropan-2-yl)carbamate